2-[(2,6-difluorophenyl)methyl]-1,2,4-triazapentane-3-carboxamide FC1=C(C(=CC=C1)F)CN(N)C(NC)C(=O)N